2-(tert-butylamino)-4-(((1R,3R,4R)-3-hydroxy-4-methylcyclohexyl)amino)pyrimidine-5-carbonitrile C(C)(C)(C)NC1=NC=C(C(=N1)N[C@H]1C[C@H]([C@@H](CC1)C)O)C#N